3-(4-(3-(1H-Imidazol-5-yl)-2,5-dimethylpiperazin-1-yl)pyrimidin-2-yl)-6-(trifluoromethyl)imidazo[1,2-a]pyrazine N1C=NC=C1C1C(N(CC(N1)C)C1=NC(=NC=C1)C1=CN=C2N1C=C(N=C2)C(F)(F)F)C